C(#N)CCOP(O)N.C(C)(C)NC(C)C N,N-diisopropylamine cyanoethyl-phosphoroamidite